5-(2-chloropyrimidin-4-yl)-4-(4-fluorophenyl)-N-methylthiazol-2-amine ClC1=NC=CC(=N1)C1=C(N=C(S1)NC)C1=CC=C(C=C1)F